ClC=1C=C(C=C(C1)NS(=O)(=O)C)C1=NN(C=C1C(=O)N)C1=NC=CC=C1OCC=1C=NC=CC1 (3-chloro-5-(methylsulfonylamino)phenyl)-1-(3-(pyridin-3-ylmethoxy)pyridin-2-yl)-1H-pyrazole-4-carboxamide